2-(2-(1-Benzylpiperidin-4-yl)ethyl)-5-phenylpyridazin-3(2H)-on Hydrochlorid Cl.C(C1=CC=CC=C1)N1CCC(CC1)CCN1N=CC(=CC1=O)C1=CC=CC=C1